C(C1=CC=CC=C1)C=1C=NC(=NC1)N1CCN(CC1)C1=CN=C2N1C=CC(=N2)C=2C=NN(C2)C 3-(4-(5-benzyl-pyrimidin-2-yl)piperazin-1-yl)-7-(1-methyl-1H-pyrazol-4-yl)imidazo[1,2-a]pyrimidine